C(C)(=O)NC1=CC=C(C=C1)CC(=O)O 2-(4-acetamidophenyl)acetic acid